COS(=O)(=O)CC1=CC(=C(C=C1)OC)COC1=CC(=CC=C1)CO[Si](C)(C)C(C)(C)C (3-((3-((tert-butyl(dimethyl)silyl)oxymethyl)phenoxy)methyl)-4-methoxyphenyl)methanesulfonic acid methyl ester